C(CCCC(=O)[O-])(=O)[O-].N1C(CC=CC1)C=1C=[NH+]C=CC1.N1C(CC=CC1)C=1C=[NH+]C=CC1 3-(1,2,3,6-tetrahydropyridin-2-yl)pyridinium glutarate